ClC=1C=C(C=CC1Cl)C=1N(C(=C(C(C1C(=O)OC)=O)C=C)C)CC methyl 2-(3,4-dichlorophenyl)-1-ethyl-6-methyl-4-oxo-5-vinylpyridine-3-carboxylate